O1CCN(CC1)CC1=CC(=NC2=CC=CC=C12)C=O 4-(morpholinomethyl)quinoline-2-carbaldehyde